C(C)(=O)NC1=CN(C2=CC=C(C=C12)OCCC1CC2(CN(C2)CC(F)(F)F)C1)C(=O)OC(C)(C)C tert-Butyl 3-acetamido-5-{2-[2-(2,2,2-trifluoroethyl)-2-azaspiro[3.3]heptan-6-yl]ethoxy}indole-1-carboxylate